1-(trifluoromethyl)cyclobutyl (3R)-4-[6-(2-ethoxyphenyl)-2-{[(3R)-pyrrolidin-3-yl]carbamoyl}pyridin-3-yl]-3-ethylpiperazine-1-carboxylate C(C)OC1=C(C=CC=C1)C1=CC=C(C(=N1)C(N[C@H]1CNCC1)=O)N1[C@@H](CN(CC1)C(=O)OC1(CCC1)C(F)(F)F)CC